tert-Butyl (2-((5-bromo-3-(methylsulfonamido)pyridin-2-yl)oxy)ethyl)(2,2-difluoroethyl)carbamate BrC=1C=C(C(=NC1)OCCN(C(OC(C)(C)C)=O)CC(F)F)NS(=O)(=O)C